(S)-3-(3-chloro-4-fluorophenyl)-1-(8,10-difluoro-6-oxo-1,2,3,4,5,6-hexahydrophenanthridin-1-yl)-1-methylurea ClC=1C=C(C=CC1F)NC(N(C)[C@H]1CCCC=2NC(C3=CC(=CC(=C3C12)F)F)=O)=O